1-[3-(6-fluoro-1H-indol-2-yl)-5-(3-fluoro-5-methylphenyl)pyridazin-4-yl]piperidin-4-amine FC1=CC=C2C=C(NC2=C1)C=1N=NC=C(C1N1CCC(CC1)N)C1=CC(=CC(=C1)C)F